methyl 2-[3-methyl-4-(4,4,5,5-tetramethyl-1,3,2-dioxaborolan-2-yl)pyrazol-1-yl]acetate CC1=NN(C=C1B1OC(C(O1)(C)C)(C)C)CC(=O)OC